N2-tert-butyl-N8-(3-chloro-2-fluorophenyl)-9-((1s,4s)-4-((dimethylamino)methyl)cyclohexyl)-9H-purine-2,8-diamine C(C)(C)(C)NC1=NC=C2N=C(N(C2=N1)C1CCC(CC1)CN(C)C)NC1=C(C(=CC=C1)Cl)F